methyl-3-methylimidazole hydrogen carbonate C(O)(O)=O.CC1=NC=CN1C